tert-butyl 6-oxo-2,5-diazaspiro[3.5]nonane-2-carboxylate O=C1NC2(CN(C2)C(=O)OC(C)(C)C)CCC1